C(C)(C)(C)OC(=O)N1CC2(C1)C[C@@H](CC2)N2CCC(CC2)C2=C(C=CC=C2)OCC(C)(C)O (R)-6-(4-(2-(2-hydroxy-2-methylpropoxy)phenyl)piperidin-1-yl)-2-azaspiro[3.4]octane-2-carboxylic acid tert-butyl ester